The molecule is an L-citrulline derivative in which the delta-nitrogen atoms carries a hydroxy group and one of the omega-nitrogen atoms carries a methyl group; major species at pH 7.3. It is an amino acid zwitterion and a non-proteinogenic L-alpha-amino acid. It derives from a L-citrulline zwitterion. CNC(=O)N(CCC[C@@H](C(=O)[O-])[NH3+])O